FC(C1=CC=C(C=C1)C1=CN=C(O1)NC=1N=CC(=NC1)C#N)(F)F 5-((5-(4-(Trifluoromethyl)phenyl)oxazol-2-yl)amino)pyrazine-2-carbonitrile